2,5-Dioxopyrrolidin-1-yl(((9H-fluoren-9-yl)methoxy)carbonyl)-L-alanine O=C1N(C(CC1)=O)N([C@@H](C)C(=O)O)C(=O)OCC1C2=CC=CC=C2C=2C=CC=CC12